N1CCC(CC1)C(=O)N1CCNCC1 4-(piperidine-4-carbonyl)piperazine